4'-fluoro-3-(1-(tetrahydro-2H-pyran-2-yl)-1H-pyrazol-5-yl)-[1,1'-biphenyl]-4-carbonitrile FC1=CC=C(C=C1)C1=CC(=C(C=C1)C#N)C1=CC=NN1C1OCCCC1